ClCCC(=C(C1=CC=C(C=C1)O)C1=CC=C(C=C1)N1CCC(CC1)CN1CCN(CC1)C=1C=C2C(N(C(C2=CC1)=O)C1C(NC(CC1)=O)=O)=O)C1=CC=C(C=C1)O 5-(4-((1-(4-(4-chloro-1,2-bis(4-hydroxyphenyl)but-1-en-1-yl)phenyl)piperidin-4-yl)methyl)piperazin-1-yl)-2-(2,6-dioxopiperidin-3-yl)isoindoline-1,3-dione